C(#N)C1=CC=C2C(=CNC2=C1)C(=O)NC1CCC(CC1)NC(OC(C)(C)C)=O tert-butyl ((1r,4r)-4-(6-cyano-1H-indole-3-carboxamido)cyclohexyl)carbamate